Allyl (((2R,3S,4R,5R)-5-(4-aminopyrrolo[2,1-f][1,2,4]triazin-7-yl)-5-cyano-3,4-dihydroxytetrahydrofuran-2-yl)methyl) carbonate C(OCC=C)(OC[C@H]1O[C@@]([C@@H]([C@@H]1O)O)(C#N)C1=CC=C2C(=NC=NN21)N)=O